ClC1=C(C(=NN1C1CCCCC1)CC)C=O 5-CHLORO-1-CYCLOHEXYL-3-ETHYL-1H-PYRAZOLE-4-CARBALDEHYDE